ethyl(((9H-fluoren-9-yl)methoxy)carbonyl)-L-valine C(C)N([C@@H](C(C)C)C(=O)O)C(=O)OCC1C2=CC=CC=C2C=2C=CC=CC12